NC1=C(C=C2C(=N1)C=C(N2)CN2C(=CC=CC2=O)C(=O)N(C)C2=C(C=CC=C2)Cl)C 1-[(5-amino-6-methyl-1H-pyrrolo[3,2-b]pyridin-2-yl)methyl]-N-(2-chlorophenyl)-N-methyl-6-oxo-1,6-dihydropyridine-2-carboxamide